C(C)N(C)[Ta]=NC(C)(C)C (ethylmethylamino)(t-butylimino)tantalum